C(C)(C)(C)OC(=O)N1[C@@H](CC1)COC=1C(=CC(=C(C(=O)O)C1)C)F (S)-5-((1-(tert-Butoxycarbonyl)azetidin-2-yl)methoxy)-4-fluoro-2-methylbenzoic acid